C(=O)C1=C(N(C(=C1)C)C=1NC(=CC1C(=O)[O-])C)C 3-formyl-2,5,5'-trimethyl-1'H-[1,2'-bipyrrole]-3'-carboxylate